CCCCCCCCCCC[C@H](CC(=O)SCCNC(=O)CCNC(=O)[C@@H](C(C)(C)COP(=O)(O)OP(=O)(O)OC[C@@H]1[C@H]([C@H]([C@@H](O1)N2C=NC3=C(N=CN=C32)N)O)OP(=O)(O)O)O)O The molecule is a 3-hydroxy fatty acyl-CoA that results from the formal condensation of the thiol group of coenzyme A with the carboxy group of (R)-3-hydroxytetradecanoic acid. It is a (R)-3-hydroxyacyl-CoA, a 3-hydroxy fatty acyl-CoA, a long-chain fatty acyl-CoA and an 11,12-saturated fatty acyl-CoA. It derives from a (R)-3-hydroxytetradecanoic acid. It is a conjugate acid of a (R)-3-hydroxytetradecanoyl-CoA(4-).